ClC1=C(CC2(CO2)C2(CC2)Cl)C=CC=C1 2-(2-chlorobenzyl)-2-(1-chlorocyclopropyl)epoxyethane